(1R,2S)-2-[1-(tert-Butoxycarbonyl)-3-{[5-(ethylsulfonyl)-3-methoxypyridin-2-yl]amino}indazol-6-yl]-5'-methoxy-2'-oxospiro[cyclopropane-1,3'-indole]-1'-carboxylic acid tert-butyl ester C(C)(C)(C)OC(=O)N1C([C@@]2(C3=CC(=CC=C13)OC)[C@@H](C2)C2=CC=C1C(=NN(C1=C2)C(=O)OC(C)(C)C)NC2=NC=C(C=C2OC)S(=O)(=O)CC)=O